(3S)-1-[rac-(2R)-2-[[2-Chloro-4-(o-tolyl)-7-quinolyl]oxy]propanoyl]piperidin ClC1=NC2=CC(=CC=C2C(=C1)C1=C(C=CC=C1)C)O[C@@H](C(=O)N1CCCCC1)C |r|